3-O-(2-dimethylaminoethyl)carbamoyl-1,2-O-dioleyl-glycerol CN(CCNC(=O)OCC(COCCCCCCCC\C=C/CCCCCCCC)OCCCCCCCC\C=C/CCCCCCCC)C